O1[C@@H](COCC1)CN (2R)-1,4-dioxane-2-methanamine